(1-((4-(difluoromethylene)piperidin-1-yl)methyl)cyclopropyl)methanol FC(=C1CCN(CC1)CC1(CC1)CO)F